D-glucopyranosyl α-D-glucopyranoside monolaurate C(CCCCCCCCCCC)(=O)O.O([C@@H]1[C@H](O)[C@@H](O)[C@H](O)[C@H](O1)CO)C1[C@H](O)[C@@H](O)[C@H](O)[C@H](O1)CO